CC1=CC=CC(=N1)C1=NC=CC(=N1)NC1=NC(=NC=C1)NC=1SC=C(N1)C(=O)OC[C@H]1CNCC1 [(3R)-pyrrolidin-3-yl]methyl 2-[[4-[[2-(6-methyl-2-pyridyl)pyrimidin-4-yl]amino]pyrimidin-2-yl]amino]thiazole-4-carboxylate